ethyl 3-(2-methylphenyl)-3-aminoacrylate CC1=C(C=CC=C1)C(=CC(=O)OCC)N